(S)-3-cyano-4-(6-(3,5-dimethylisoxazol-4-yl)-1-(1-(pyridin-2-yl)ethyl)-2-(trifluoromethyl)-1H-pyrrolo[3,2-b]pyridin-3-yl)benzoic acid C(#N)C=1C=C(C(=O)O)C=CC1C1=C(N(C=2C1=NC=C(C2)C=2C(=NOC2C)C)[C@@H](C)C2=NC=CC=C2)C(F)(F)F